CCCCCCC/C=C\CCCCCCCC(=O)OC[C@H](COP(=O)(O)OC[C@@H](C(=O)O)N)OC(=O)CCC/C=C\C/C=C\C/C=C\C/C=C\C/C=C\CC 1-(9Z-heptadecenoyl)-2-(5Z,8Z,11Z,14Z,17Z-eicosapentaenoyl)-glycero-3-phosphoserine